5-(2-chlorophenoxy)-3-(((2-methoxypyridin-3-yl)methyl)amino)-4H-benzo[e][1,2,4]thiadiazine 1,1-dioxide ClC1=C(OC2=CC=CC3=C2NC(=NS3(=O)=O)NCC=3C(=NC=CC3)OC)C=CC=C1